N,N'-di-sec-butyl-4,4'-methylene-bis(cyclohexylamine) C(C)(CC)NC1CCC(CC1)CC1CCC(CC1)NC(C)CC